The molecule is a lipopeptide that contains N-methylphenylalanine and lysine as the amino acid residues linked to a octanoyl moiety via an amide linkage (the R,R stereoisomer). It is isolated from the deep sea sponge Aaptos ciliata and exhibits antileishmanial and moderate cytotoxicity towards HeLa cells. It has a role as a metabolite, an antileishmanial agent and an antineoplastic agent. It is a member of caprolactams and a lipopeptide. It derives from an octanoic acid. CCCCCCCC(=O)N(C)[C@H](CC1=CC=CC=C1)C(=O)N[C@@H]2CCCCNC2=O